strontium zinc [Zn].[Sr]